FC(C(=O)C1OCCCC1C(=O)NN)(F)F (2,2,2-trifluoroacetyl)tetrahydro-2H-pyran-3-carbohydrazide